tert-butyl-5-(2-bromo-4-fluorophenyl)-2-oxo-1-oxa-3,4,9-triazaspiro[5.5]undec-4-ene C(C)(C)(C)N1C(OC2(C(=N1)C1=C(C=C(C=C1)F)Br)CCNCC2)=O